1-(2-propionylethyl)-3,7-dimethylxanthine C(CC)(=O)CCN1C(=O)N(C=2N=CN(C2C1=O)C)C